2-Hydroxy-5-[3-(4-methylphenyl)-3-oxoprop-1-enyl]benzaldehyde OC1=C(C=O)C=C(C=C1)C=CC(=O)C1=CC=C(C=C1)C